OC1=C(C=C2C(=CNC2=C1)C)C(=O)O 6-hydroxy-3-methyl-1H-indole-5-carboxylic acid